1-(2-ethylbutyl)-5-(1'-isopropyl-6'-oxo-1',6'-dihydro-[3,3'-bipyridin]-5-yl)indolin-2-one C(C)C(CN1C(CC2=CC(=CC=C12)C=1C=C(C=NC1)C1=CN(C(C=C1)=O)C(C)C)=O)CC